ClC=1C(NC=C(N1)Cl)=O 3,5-Dichloro-2(1H)-pyrazinone